6-(trifluoromethyl)-2-((2-(trifluoromethyl)pyridin-3-yl)amino)-3-cyanopyridine FC(C1=CC=C(C(=N1)NC=1C(=NC=CC1)C(F)(F)F)C#N)(F)F